CC1(OB(OC1(C)C)CCC[C@]12[C@H](CN([C@@H]1C(=O)OC)C(=O)OC(C)(C)C)SCC2)C (3aR,4S,6aR)-5-tert-butyl 4-methyl 3a-(3-(4,4,5,5-tetramethyl-1,3,2-dioxaborolan-2-yl)propyl)tetrahydro-2H-thieno[2,3-c]pyrrole-4,5(3H)-dicarboxylate